NC=1N=C(SC1C(=O)C=1C=NC(=CC1)OC(F)F)N(C1=CC=C(C=C1)C(F)F)C(C(=O)N)C [N-[4-Amino-5-[6-(difluoromethoxy)pyridin-3-carbonyl]thiazol-2-yl]-4-(difluoromethyl)anilino]propanamid